6-[1-(2,2-difluoroethyl)-1H-pyrazolo[3,4-b]pyrazin-6-yl]-2-[4-(trifluoromethyl)pyridin-2-yl]-2,6-diazaspiro[3.4]octane FC(CN1N=CC=2C1=NC(=CN2)N2CC1(CN(C1)C1=NC=CC(=C1)C(F)(F)F)CC2)F